rac-tert-butyl 3-hydroxy-4,4-dimethylpiperidine-1-carboxylate O[C@H]1CN(CCC1(C)C)C(=O)OC(C)(C)C |r|